ClC1=C(C=C(C=C1)F)C(=O)C1=C(C=2C=NNC2C=C1F)C#N 5-[(2-chloro-5-fluorophenyl)carbonyl]-6-fluoro-1H-indazole-4-carbonitrile